C(=C)[Si](C)(C)OP(=O)(O[Si](C)(C)C=C)O[Si](C)(C)C=C tri-(vinyldimethylsilyl)phosphate